N1C=CC2=C1N=CC=C2[S-].[Na+] sodium 1H-pyrrolo[2,3-b]pyridine-4-thiolate